FC(C(=O)N[C@@H]1[C@H](N(C(C1)=O)C=1C=C2C=NN(C2=CC1)C1=CN(C(C=C1)=O)C)C1=C(C=CC=C1)F)(C)F 2,2-Difluoro-N-[(2R,3S)-2-(2-fluorophenyl)-1-[1-(1-methyl-6-oxo-3-pyridyl)indazol-5-yl]-5-oxo-pyrrolidin-3-yl]propanamid